3-(3-((6-(piperidin-1-yl)pyridin-3-yl)methyl)isoxazol-5-yl)pyridin-2-amine N1(CCCCC1)C1=CC=C(C=N1)CC1=NOC(=C1)C=1C(=NC=CC1)N